3-(4-bromo-3-fluorophenyl)pyrrolidine-1-carboxylic acid tert-butyl ester C(C)(C)(C)OC(=O)N1CC(CC1)C1=CC(=C(C=C1)Br)F